(1-(4-bromophenyl)-2-(4,4,5,5-tetramethyl-1,3,2-dioxaborolan-2-yl)allyl)diphenylphosphine oxide BrC1=CC=C(C=C1)C(C(=C)B1OC(C(O1)(C)C)(C)C)P(C1=CC=CC=C1)(C1=CC=CC=C1)=O